aminoglucose sulfate S(=O)(=O)(O)O.NC(=O)[C@H](O)[C@@H](O)[C@H](O)[C@H](O)CO